5-((1-(3-(tert-butylamino)-3-oxopropyl)piperidin-4-yl)oxy)-N-(6-methylquinolin-8-yl)pyrazine-2-carboxamide C(C)(C)(C)NC(CCN1CCC(CC1)OC=1N=CC(=NC1)C(=O)NC=1C=C(C=C2C=CC=NC12)C)=O